COC(=O)C1=NC=C(C=C1)C=C1COC1 5-(oxetan-3-ylidenemethyl)pyridine-2-carboxylic acid methyl ester